NCCOCC1CCN(CC1)C1=CC=C(C=C1)N1CNCCC1 1-[4-[4-(2-Aminoethoxymethyl)-1-piperidyl]phenyl]hexahydropyrimidine